N-butyl-6-[6-methoxy-5-({[2-(trifluoromethoxy)phenyl]methyl}carbamoyl)pyridin-3-yl]-1H-indazole-3-carboxamide C(CCC)NC(=O)C1=NNC2=CC(=CC=C12)C=1C=NC(=C(C1)C(NCC1=C(C=CC=C1)OC(F)(F)F)=O)OC